OCC(C)(C)NC(=O)C1=C(OC2=C1C=C(C=C2)OCC=2C(=NC=CC2)O)C N-(1-hydroxy-2-methylpropan-2-yl)-5-((2-hydroxypyridin-3-yl)methoxy)-2-methylbenzofuran-3-carboxamide